C12(CC(C1)C2)N2C=C(C1=CC=CC=C21)C2=NC(=NC=C2)NC2=CC(=C(C=C2OC)N(CCN(C(OC(C)(C)C)=O)C)C)[N+](=O)[O-] tert-butyl (2-((4-((4-(1-(bicyclo[1.1.1]pentan-1-yl)-1H-indol-3-yl)pyrimidin-2-yl)amino)-5-methoxy-2-nitrophenyl)(methyl)amino)ethyl)(methyl)carbamate